FC(C(=O)Cl)(F)F Trifluoroacetic acid chloride